2-(4-bromo-3-methyl-pyrazol-1-yl)-5-nitro-pyridine BrC=1C(=NN(C1)C1=NC=C(C=C1)[N+](=O)[O-])C